C1(CC1)CN1C(=CC=2C1=C1CCNCC1=CC2)C2=NC1=C(N2C)C(=CC(=C1)C=O)F (2-(1-(cyclopropylmethyl)-6,7,8,9-tetrahydro-1H-pyrrolo[2,3-f]isoquinolin-2-yl)-7-fluoro-1-methyl-1H-benzo[d]imidazol-5-yl)methanone